NC[C@H]1C=2C=CC(=CC2CCC1)N(C)CC1CC1 (5R)-5-(aminomethyl)-N-(cyclopropylmethyl)-N-methyl-5,6,7,8-tetrahydronaphthalen-2-amine